di-tert-butyl 4,4'-(thiobis(ethane-2,1-diyl))bis(piperidine-1-carboxylate) S(CCC1CCN(CC1)C(=O)OC(C)(C)C)CCC1CCN(CC1)C(=O)OC(C)(C)C